CC1=NOC(=C1C=1C=CC(N(C1)CC=1C=C(OCC(=O)O)C=CC1)=O)C 2-(3-[5-(3,5-dimethyl-1,2-oxazol-4-yl)-2-oxo-1,2-dihydropyridin-1-yl]methylphenoxy)acetic acid